tert-Butyl 4-((1-bromo-8-chloroimidazo[1,5-a]pyrazin-3-yl)methyl)piperazine-1-carboxylate BrC=1N=C(N2C1C(=NC=C2)Cl)CN2CCN(CC2)C(=O)OC(C)(C)C